FC(C1=NNC=C1C(=O)O\N=C\C1=CC=CC=C1)F (E)-benzaldehyde O-(3-(difluoromethyl)-1H-pyrazole-4-carbonyl) oxime